C(CCCCCC)C(C(=O)OCCCCCC(=O)O[C@H]1[C@@H](CC2(C1)CCN(CC2)CCCCO)OC(CCCCCOC(C(CCCCCCC)CCCCCCC)=O)=O)CCCCCCC |r| rac-(((2R,3R)-8-(4-hydroxybutyl)-8-azaspiro[4.5]decane-2,3-diyl)bis(oxy))bis(6-oxohexane-6,1-diyl) bis(2-heptylnonanoate)